C(C)(=O)OCCC1=NN(C(=C1Cl)NC(=O)N[C@@H]1CN(C[C@H]1C1=CC(=C(C=C1)F)F)CCOC)C1=CC=CC=C1 2-(4-chloro-5-(3-((3S,4R)-4-(3,4-difluorophenyl)-1-(2-methoxyethyl)pyrrolidin-3-yl)ureido)-1-phenyl-1H-pyrazol-3-yl)ethyl acetate